NC1=NC(=C(C(=C1C#N)C1=NC=C(C=C1)OC(CO)(F)F)C#N)S 2-amino-4-[5-(1,1-difluoro-2-hydroxy-ethoxy)-2-pyridyl]-6-sulfanyl-pyridine-3,5-dicarbonitrile